(1s,3s)-3-(4-(4-(aminomethyl)-3-methylisoxazol-5-yl)phenoxy)cyclohexane-1-carboxylic acid isopropyl ester C(C)(C)OC(=O)[C@@H]1C[C@H](CCC1)OC1=CC=C(C=C1)C1=C(C(=NO1)C)CN